C(C)(C)(C)NC(CN1CC2(C1)CC(C2)CNC(OC(C)(C)C)=O)=O tert-butyl ((2-(2-(tert-butylamino)-2-oxoethyl)-2-azaspiro[3.3]heptan-6-yl)methyl)carbamate